[NH4+].C(C)N1CSC2=C1C=CC(=C2)S(=O)(=O)[O-] 3-ethylbenzothiazoline-6-sulfonic Acid Ammonium Salt